F[P-](F)(F)(F)(F)F.ClC=1N(CC[N+]1CC)CC 2-chloro-1,3-diethyl-4,5-dihydro-1H-imidazol-3-ium hexafluorophosphate